BrC1=C(C(=C2C=CC3=C(C=C(C4=CC=C1C2=C34)C(C)(C)C)OC)C(C)(C)C)C3=CC=CC=C3 1-bromo-3,8-di-tert-butyl-6-methoxy-2-phenylpyrene